CN1C(=NC2=C1C=CC(=C2)C(=O)N2C[C@@H](CCC2)NC(OC(C)(C)C)=O)C=2N(C1=CC=CC=C1C2)CC(F)(F)F 1,1-Dimethylethyl [(3R)-1-({1-methyl-2-[1-(2,2,2-trifluoroethyl)-1H-indol-2-yl]-1H-benzimidazol-5-yl}carbonyl)-3-piperidinyl]carbamate